2-(morpholine-4-carbonyl)pyrimidine-5-carboxamide N1(CCOCC1)C(=O)C1=NC=C(C=N1)C(=O)N